[N+](=O)([O-])C1=C(SC=C1OC[C@@H]1OC1)C(=O)OC Methyl (R)-3-nitro-4-(oxiran-2-ylmethoxy)thiophene-2-carboxylate